ethyl 2-[(E)-(tert-butoxycarbonylhydrazono)methyl]-4,6-dichloro-pyridine-3-carboxylate C(C)(C)(C)OC(=O)N\N=C\C1=NC(=CC(=C1C(=O)OCC)Cl)Cl